6-Benzyl-3-[(3-methylphenyl)benzyl]-1H,2H,3H,4H,5H,6H,7H,8H-pyrido[4,3-d]pyrimidine-2,4-dione C(C1=CC=CC=C1)N1CC2=C(NC(N(C2=O)C(C2=CC=CC=C2)C2=CC(=CC=C2)C)=O)CC1